4-amino-2'-hydroxybenzophenone NC1=CC=C(C(=O)C2=C(C=CC=C2)O)C=C1